5-(1-cyclopropylethyl)-7-fluoro-3,3-dimethyl-2,3-dihydrobenzofuran-4-ol C1(CC1)C(C)C1=CC(=C2C(C(CO2)(C)C)=C1O)F